2-((2-(2-methoxyphenyl)-5H-imidazo[4,5-c]pyridin-5-yl)methyl)-6-ethylbenzo[d]thiazole COC1=C(C=CC=C1)C=1N=C2C(=CN(C=C2)CC=2SC3=C(N2)C=CC(=C3)CC)N1